N-methyl-7-morpholino-5-[(2E)-2-(m-tolylmethylene)hydrazino]thiazolo[4,5-d]pyrimidine-2-carboxamide CNC(=O)C=1SC2=C(N=C(N=C2N2CCOCC2)N/N=C/C=2C=C(C=CC2)C)N1